tricyclo[5.2.1.02,6]decyl acrylate C(C=C)(=O)OC12C3CCCC3C(CC1)C2